N-tetrahydrofurfuryl-3-(2-chloro-6-fluoro-4-trifluoromethylphenoxy)-5-methyl-1H-pyrazole C(C1CCCO1)N1N=C(C=C1C)OC1=C(C=C(C=C1F)C(F)(F)F)Cl